{5-[(3S)-3-{[(1R)-1-(naphthalen-1-yl)ethyl]amino}tetrahydro-1H-pyrrol-1-yl]-2-(1,3-thiazepin-5-yl)phenyl}acetic acid C1(=CC=CC2=CC=CC=C12)[C@@H](C)N[C@@H]1CN(CC1)C=1C=CC(=C(C1)CC(=O)O)C1=CN=CSC=C1